CC1=C(C(=O)C2=CC=CC=C2C1=O)C/C=C(\\C)/CC/C=C(\\C)/CC/C=C(\\C)/CC/C=C(\\C)/CO The molecule is a prenylnaphthoquinone obtained by hydroxylation of one of the terminal methyl groups of menaquinone-4. It has a role as a human metabolite. It is a prenylnaphthoquinone and a primary alcohol. It derives from a menatetrenone.